3-(methylthio)catechol CSC1=C(C(O)=CC=C1)O